O=C1N(C(CC1)=O)C(=O)OCC1C2=CC=CC=C2C=2C=CC=CC12 (9H-fluoren-9-yl)methyl 2,5-dioxopyrrolidine-1-carboxylate